5-methoxy-phenethylamine COC=1C=CC=C(CCN)C1